COC=1C=C(CC2(CC2)OC(=O)N[C@@H](CC(C)C)C(=O)OC)C=CC1 methyl ((1-(3-methoxybenzyl)cyclopropoxy)carbonyl)-L-leucinate